N2-(2-methoxy-4-(1-methyl-1H-pyrazol-4-yl)phenyl)-N8-neopentylpyrido[3,4-d]pyrimidine-2,8-diamine COC1=C(C=CC(=C1)C=1C=NN(C1)C)NC=1N=CC2=C(N1)C(=NC=C2)NCC(C)(C)C